6-(pyrrolidin-1-yl)naphthalen-2-ylamide N1(CCCC1)C=1C=C2C=CC(=CC2=CC1)[NH-]